C1(=CC=CC=C1)C1=NC(=NC(=N1)C1=CC=CC=C1)C1=C(C=C(C=C1)O)O 2,4-diphenyl-6-(2,4-dihydroxyphenyl)-1,3,5-triazine